6-(benzylthio)-8-bromoimidazo[1,2-a]pyridin C(C1=CC=CC=C1)SC=1C=C(C=2N(C1)C=CN2)Br